N-[3-[2-(difluoromethoxy)-5-isopropylsulfanyl-phenyl]-1-[2-(4-morpholino-1-piperidyl)-2-oxo-ethyl]pyrazol-4-yl]pyrazolo[1,5-a]pyrimidine-3-carboxamide FC(OC1=C(C=C(C=C1)SC(C)C)C1=NN(C=C1NC(=O)C=1C=NN2C1N=CC=C2)CC(=O)N2CCC(CC2)N2CCOCC2)F